piperidin-1-yl-(1-(4-(trifluoromethyl)phenyl)-1H-1,2,3-triazol-4-yl)methanone N1(CCCCC1)C(=O)C=1N=NN(C1)C1=CC=C(C=C1)C(F)(F)F